4-bromo-2-methylaniline BrC1=CC(=C(N)C=C1)C